isopropyl ((((3aS,4R,6R,6aR)-6-(4-amino-2-oxopyrimidin-1(2H)-yl)-2,2,3a-trimethyltetrahydrofuro[3,4-d][1,3]dioxol-4-yl)methoxy)(phenoxy)phosphoryl)-L-alaninate NC1=NC(N(C=C1)[C@@H]1O[C@@H]([C@]2([C@H]1OC(O2)(C)C)C)COP(=O)(OC2=CC=CC=C2)N[C@@H](C)C(=O)OC(C)C)=O